FC(C1=NC(=NO1)C1=CC=2N(C=C1)C=C(N2)CP(OCC)(=O)Cl)(F)F ethyl ((7-(5-(trifluoromethyl)-1,2,4-oxadiazol-3-yl)imidazo[1,2-a]pyridin-2-yl)methyl)phosphonochloridate